C(CC[C@@H](C)[C@H]1CC[C@H]2[C@@H]3CCC4CCCC[C@]4(C)[C@H]3CC[C@]12C)(=O)N cholan-24-amide